FC1(CC(CC2(CCCC2)C1=O)C(=O)O)F 9,9-difluoro-10-oxospiro[4.5]decane-7-carboxylic acid